copper phthalimide C1(C=2C(C(N1)=O)=CC=CC2)=O.[Cu]